2-(2-fluoro-3-((S or R)-1-(((R)-phenyl((R)-1,2,3,4-tetrahydropyrido[2,3-b]pyrazin-3-yl)methyl)amino)propan-2-yl)phenyl)acetic acid FC1=C(C=CC=C1[C@@H](CN[C@@H]([C@H]1CNC2=C(N1)N=CC=C2)C2=CC=CC=C2)C)CC(=O)O |o1:7|